OC(CN(CCCCCCCC(=O)OC(CCCCCCCC)CCCCCCCC)CCCCCC(OC(CCCCC)CCCCC)=O)CCCCNC(=O)C1=CNC=C1 heptadecan-9-yl 8-((2-hydroxy-6-(1H-pyrrole-3-carboxamido)hexyl)(6-oxo-6-(undecan-6-yloxy)hexyl)Amino)octanoate